1-(7-((6,6-difluorobicyclo[3.1.0]hexane-3-yl)amino)-3,4-dihydroisoquinolin-2(1H)-yl)prop-2-en-1-one FC1(C2CC(CC12)NC1=CC=C2CCN(CC2=C1)C(C=C)=O)F